C(#N)C(NC(=O)[C@@H]1[C@H]2C([C@H]2CN1C([C@H](C(C)(C)C)NC(C(F)(F)F)=O)=O)(C)C)C=1N=C2N(C(C1)=O)C=C(C=C2)F (1R,2S,5S)-N-(cyano(7-fluoro-4-oxo-4H-pyrido[1,2-a]pyrimidin-2-yl)methyl)-3-((S)-3,3-dimethyl-2-(2,2,2-trifluoroacetamido)butanoyl)-6,6-dimethyl-3-azabicyclo[3.1.0]hexane-2-carboxamide